BrC(S(=O)(=O)[O-])Br.[Na+] sodium dibromomethanesulfonate